Cl.BrC=1NC=C(N1)C(=O)OCC ethyl 2-bromo-1H-imidazole-4-carboxylate, hydrochloride